2-(5-(Azetidin-1-yl)-4-((2S,5R)-4-(3-fluorobenzoyl)-2,5-dimethylpiperazin-1-yl)-7H-pyrrolo[2,3-d]pyrimidin-7-yl)isonicotinonitrile N1(CCC1)C1=CN(C=2N=CN=C(C21)N2[C@H](CN([C@@H](C2)C)C(C2=CC(=CC=C2)F)=O)C)C=2C=C(C#N)C=CN2